CN1C=CC=C1C 1,5-dimethyl-1H-pyrrole